C(C)C1CCC(CC1)CN1C[C@@H](C([C@@H](C1)O)O)O (3S,4r,5R)-1-((4-ethylcyclohexyl)methyl)piperidine-3,4,5-triol